N-{4-[2-(2-chlorophenyl)acetamido]pyridin-2-yl}-N-[4-cyano-3-(trifluoromethyl)phenyl]acetamide ClC1=C(C=CC=C1)CC(=O)NC1=CC(=NC=C1)N(C(C)=O)C1=CC(=C(C=C1)C#N)C(F)(F)F